OCC(C(=O)O)(C)CO 2,2-di-hydroxymethylpropionic acid